(R)-N-[(1R)-1-(3,6-dimethyl-4-oxo-2-tetrahydrofuran-3-yl-quinazolin-8-yl)ethyl]-2-methyl-propane-2-sulfinamide CN1C(=NC2=C(C=C(C=C2C1=O)C)[C@@H](C)N[S@](=O)C(C)(C)C)C1COCC1